5-chloro-3-(2-oxo-2-(4-(4-(trifluoromethyl)phenyl)piperazin-1-yl)ethyl)-1H-indole-2-carboxylic acid ClC=1C=C2C(=C(NC2=CC1)C(=O)O)CC(N1CCN(CC1)C1=CC=C(C=C1)C(F)(F)F)=O